6-chloro-3-(((R)-1-(3,6-dimethyl-4-oxo-2-((R*)-3-(pyrazin-2-yl)piperidin-1-yl)-3,4-dihydroquinazolin-8-yl)ethyl)amino)-N-(methylsulfonyl)picolinamide ClC1=CC=C(C(=N1)C(=O)NS(=O)(=O)C)N[C@H](C)C=1C=C(C=C2C(N(C(=NC12)N1C[C@@H](CCC1)C1=NC=CN=C1)C)=O)C |o1:29|